racemic-2-chloro-1-(3-hydroxyphenyl)ethanol ClC[C@H](O)C1=CC(=CC=C1)O |r|